N-γ-maleimidobutyryloxy-succinimide C1(C=CC(N1CCCC(=O)ON1C(CCC1=O)=O)=O)=O